6-bromo-N-(3-(N-(tert-butyl)sulfamoyl)phenyl)-2-(6-azaspiro[2.5]octan-6-yl)nicotinamide BrC1=NC(=C(C(=O)NC2=CC(=CC=C2)S(NC(C)(C)C)(=O)=O)C=C1)N1CCC2(CC2)CC1